3-(N-(4-bromophenyl)sulfamoyl)-N-(2,4-difluorophenyl)benzamide BrC1=CC=C(C=C1)NS(=O)(=O)C=1C=C(C(=O)NC2=C(C=C(C=C2)F)F)C=CC1